O=C1N(C(C=C1)=O)CCOCCOCCOCCOCCOCCOCCOCCOCCC(=O)N[C@@H](C)C(=O)N[C@@H](C)C(=O)O N-[1-(2,5-dioxo-2,5-dihydro-1H-pyrrol-1-yl)-27-oxo-3,6,9,12,15,18,21,24-octaoxaheptacosan-27-yl]-L-alanyl-L-alanine